C(C)OC(COCCC#CCN1CCN(CC1)C=1C=C2C(N(C(C2=CC1)=O)C1C(NC(CC1)=O)=O)=O)OCC 5-[4-[5-(2,2-diethoxyethoxy)pent-2-ynyl]piperazin-1-yl]-2-(2,6-dioxo-3-piperidyl)isoindoline-1,3-dione